(-)-trans-2-p-Mentha-1,8-dien-3-yl-5-pentyl-resorcinol C1(=C[C@H]([C@@H](CC1)C(=C)C)C1=C(O)C=C(C=C1O)CCCCC)C